(2R,3R,4R,5S)-2-(hydroxymethyl)-1-(4-(trifluoromethyl)phenethyl)piperidine-3,4,5-triol OC[C@H]1N(C[C@@H]([C@H]([C@@H]1O)O)O)CCC1=CC=C(C=C1)C(F)(F)F